C(C1=CC=CC=C1)N1[C@H]2C=CC(C1)CC2 |r| (R/S)-2-benzyl-2-azabicyclo[2.2.2]oct-5-ene